ClC1=C(C(=C(C=C1)N1N=NC(=C1)C(=O)N)C1=NC=NC(=C1)OC)F 1-(4-chloro-3-fluoro-2-(6-methoxypyrimidin-4-yl)phenyl)-1H-1,2,3-triazole-4-carboxamide